[Si](C1=CC=CC=C1)(C1=CC=CC=C1)(C(C)(C)C)O[C@@H]1CC[C@@H]([C@H](C1)NC(OCC1=CC=CC=C1)=O)C benzyl ((1S,2S,5R)-5-((tert-butyldiphenylsilyl)oxy)-2-methylcyclohexyl)carbamate